(2S,5R)-5-[3,5-difluoro-4-(4-trifluoromethylphenyl)phenyl]-1H-pyrrole-2-carboxamide hydrochloride Cl.FC=1C=C(C=C(C1C1=CC=C(C=C1)C(F)(F)F)F)C1=CC=C(N1)C(=O)N